FC1=CC=C(C=C1)C1=C(NC2=C1C(N(C=C2)C)=O)C2=CC=NC=C2 4-[3-(4-fluorophenyl)-5-methyl-4-oxo-4,5-dihydro-1H-pyrrolo[3,2-c]pyridin-2-yl]pyridin